N[C@@H](CCC(=O)N[C@@H](C(C)C)C(=O)O)C(=O)O gamma-Glutamylvaline